1-(5-amino-4-nitrofuran-2-yl)ethane-1-ol NC1=C(C=C(O1)C(C)O)[N+](=O)[O-]